BrC1=NN(C2=CC(=CC(=C12)F)C(=O)OC)C1CCCC1 methyl 3-bromo-1-cyclopentyl-4-fluoro-1H-indazole-6-carboxylate